2-((S)-1-acryloyl-4-(6-(3-(methoxymethoxy)-1-naphthoyl)-2-(((S)-1-methylpyrrolidin-2-yl)methoxy)-6,7-dihydro-5H-pyrrolo[3,4-d]pyrimidin-4-yl)piperazin-2-yl)acetonitrile C(C=C)(=O)N1[C@H](CN(CC1)C=1C2=C(N=C(N1)OC[C@H]1N(CCC1)C)CN(C2)C(=O)C2=CC(=CC1=CC=CC=C21)OCOC)CC#N